N-(2-(1H-indol-3-yl)ethyl)-1-(3,4-dimethyl-2-phenyl-2H-pyrazolo[3,4-d]pyridazin-7-yl)piperidine-3-carboxamide N1C=C(C2=CC=CC=C12)CCNC(=O)C1CN(CCC1)C1=NN=C(C=2C1=NN(C2C)C2=CC=CC=C2)C